METHACRYLIC ACID METHYL ESTER COC(C(=C)C)=O